FC(C=1N=C2C3=C(OCCCN2C1)C=C(C=C3)CC#N)(F)F 2-(2-(trifluoromethyl)-6,7-dihydro-5H-benzo[b]imidazo[2,1-d][1,5]oxazocin-10-yl)acetonitrile